1,3-diethylpyrrolidinium fluoride [F-].C(C)[NH+]1CC(CC1)CC